COC(=O)C=1C(=CC2=CN(N=C2C1)CCOC)F 5-fluoro-2-(2-methoxyethyl)-2H-indazole-6-carboxylic acid methyl ester